5-(9,10-di(naphthalene-2-yl)anthracen-2-yl)-1,2-diphenyl-1H-benzo[d]imidazole C1=C(C=CC2=CC=CC=C12)C=1C2=CC=CC=C2C(=C2C=CC(=CC12)C1=CC2=C(N(C(=N2)C2=CC=CC=C2)C2=CC=CC=C2)C=C1)C1=CC2=CC=CC=C2C=C1